3-(2,6-Bis(benzyloxy)pyridin-3-yl)-7-(4-(4-chlorophenyl)piperidin-1-yl)-1-methyl-1H-indazole C(C1=CC=CC=C1)OC1=NC(=CC=C1C1=NN(C2=C(C=CC=C12)N1CCC(CC1)C1=CC=C(C=C1)Cl)C)OCC1=CC=CC=C1